(2S)-2-ethyl-2-methyl-pyrrolidine hydrochloride Cl.C(C)[C@@]1(NCCC1)C